2-[6-[[4-[4-[tert-butoxycarbonyl(ethyl)amino]-1-piperidyl]-2-methyl-indazole-7-carbonyl]amino]-2-methyl-imidazo[1,2-a]pyridin-8-yl]acetic acid C(C)(C)(C)OC(=O)N(C1CCN(CC1)C=1C2=CN(N=C2C(=CC1)C(=O)NC=1C=C(C=2N(C1)C=C(N2)C)CC(=O)O)C)CC